5-((3-iodo-6-methyl-5,5-dioxido-6,11-dihydrodibenzo[c,f][1,2]thiazepin-11-yl)amino)pentanoic acid IC1=CC2=C(C(C3=C(N(S2(=O)=O)C)C=CC=C3)NCCCCC(=O)O)C=C1